[3-bromo-5H,6H,7H-cyclopenta[b]pyridin-7-yl]-2-methylpyridine-4-carboxamide BrC=1C=C2C(=NC1)C(CC2)C=2C(=NC=CC2C(=O)N)C